CC=1C(=C(C=CC1N)C1=C(C=CC=C1)N)C dimethyl-4,2'-diaminobiphenyl